C(C)N1C(=NN(C1=O)C=1C=C2C(=CC(=NC2=CC1F)N1[C@H](CCCC1)C)C(C)C)CO (S)-4-Ethyl-1-(7-fluoro-4-isopropyl-2-(2-methylpiperidin-1-yl)quinolin-6-yl)-3-(hydroxymethyl)-1H-1,2,4-triazol-5(4H)-one